tert-butyl-N-methyl-5-(4-(1-(4-oxo-3,4-dihydroquinazolin-2-yl)pyrrolidin-3-yl)piperazin-1-yl)picolinamide C(C)(C)(C)C=1C(=NC=C(C1)N1CCN(CC1)C1CN(CC1)C1=NC2=CC=CC=C2C(N1)=O)C(=O)NC